(2-methylfuran-3-yl)methanone CC=1OC=CC1C=O